(3R)-N-[2,4-difluoro-3-[5-(6-piperazin-1-yl-3-pyridyl)-1H-pyrrolo[2,3-b]pyridine-3-carbonyl]phenyl]-3-fluoro-pyrrolidine-1-sulfonamide FC1=C(C=CC(=C1C(=O)C1=CNC2=NC=C(C=C21)C=2C=NC(=CC2)N2CCNCC2)F)NS(=O)(=O)N2C[C@@H](CC2)F